C1=CC=CC=2C1=C1C=3C=CC=CC3N=C1C=1C2C=CC(C1)CCP(O)(O)=O [2-(7H-dibenzocarbazol-7-yl)ethyl]phosphonic acid